benzyl (1S,4S,7R)-7-fluoro-5-(9-phenylfluoren-9-yl)-2,5-diazabicyclo[2.2.1]heptane-2-carboxylate F[C@H]1[C@H]2N(C[C@@H]1N(C2)C2(C1=CC=CC=C1C=1C=CC=CC21)C2=CC=CC=C2)C(=O)OCC2=CC=CC=C2